butyronitrile carbon [C].C(CCC)#N